2-((1S,4s)-4-hydroxycyclohexyl)quinoline-6-carbaldehyde OC1CCC(CC1)C1=NC2=CC=C(C=C2C=C1)C=O